(R)-N-(2,2-difluoroethyl)-6,6a,7,8,9,10-hexahydro-5H-pyrazino[1,2-a][1,8]naphthyridine-4-carboxamide FC(CNC(=O)C=1C=2CC[C@H]3N(C2N=CC1)CCNC3)F